methyl 2-(3-(aminooxy)prop-1-yn-1-yl)-5-((3-aminopropyl)carbamoyl)furan-3-carboxylate NOCC#CC=1OC(=CC1C(=O)OC)C(NCCCN)=O